2,4-di-octylthiomethyl-6-ethylphenol C(CCCCCCC)SCC1=C(C(=CC(=C1)CSCCCCCCCC)CC)O